(4-{[2-(4-chlorophenyl)imidazo[1,2-a]pyridine-3-yl]methyl}piperazin-1-yl)(cyclohexyl)methanone ClC1=CC=C(C=C1)C=1N=C2N(C=CC=C2)C1CN1CCN(CC1)C(=O)C1CCCCC1